ClC=1C=C(C(=O)NC=2OC(=NN2)C2=CC=CC=C2)C=CC1Cl 3,4-dichloro-N-(5-phenyl-1,3,4-oxadiazol-2-yl)benzamide